O=S1(CCN(CC1)C1=CC2=C(C(N(NC2=O)C)=O)C(=N1)F)=O 7-(1,1-dioxidothiomorpholino)-5-fluoro-3-methyl-2,3-dihydropyrido[3,4-d]pyridazine-1,4-dione